1-(2,6-difluorobenzyl)-3-(6-methoxypyridazin-3-yl)-5-((N-methylacetylamino)methyl)-2,4-dioxo-1,2,3,4-tetrahydrothiophen FC1=C(CS2C(C(C(C2CNC(CC)=O)=O)C=2N=NC(=CC2)OC)=O)C(=CC=C1)F